(R)-5-ethynyl-2-(6-fluoro-4-((1-methylpiperidin-3-yl)amino)phthalazin-1-yl)phenol C(#C)C=1C=CC(=C(C1)O)C1=NN=C(C2=CC(=CC=C12)F)N[C@H]1CN(CCC1)C